ClC=1C(=CC(=C(C(=O)O)C1)C1CCCC2=CC(=CC=C12)F)C(F)(F)F 5-chloro-2-(6-fluoro-1,2,3,4-tetrahydronaphthalen-1-yl)-4-(trifluoromethyl)benzoic acid